(S)-5-oxopiperidine-2-carboxylic acid benzyl ester C(C1=CC=CC=C1)OC(=O)[C@H]1NCC(CC1)=O